3-[3-(benzotriazol-2-yl)-5-tertbutyl-4-hydroxy-phenyl]propanoic acid N=1N(N=C2C1C=CC=C2)C=2C=C(C=C(C2O)C(C)(C)C)CCC(=O)O